CN(C)CC1CN(CCC1(O)C=1C=C(C#N)C=CC1)CCC1=CC=CC=C1 3-(3-((dimethylamino)methyl)-4-hydroxy-1-phenethyl-piperidin-4-yl)benzonitrile